4-methoxybenzyl acrylate C(C=C)(=O)OCC1=CC=C(C=C1)OC